FC(C(C(C(C(C(C(C=CC(C)(C)O)(F)F)(F)F)(F)F)(F)F)(F)F)(F)F)(C(F)(F)F)F heptadecafluorodecenyl-isopropanol